[Al].CC=1C(=NC2=C(C=CC=C2C1)O)C bis-methyl-8-hydroxyquinoline aluminum